tert-butyloxycarbonylpiperidine-4-carboxaldehyde C(C)(C)(C)OC(=O)N1CCC(CC1)C=O